ClC1=CC=C(C(=C1CNC(=O)[C@]1(C=2C=CC=NC2[C@H](CC1)O)F)F)C (5S,8S)-N-(6-chloro-2-fluoro-3-methylbenzyl)-5-fluoro-8-hydroxy-5,6,7,8-tetrahydroquinoline-5-carboxamide